(+/-)-trans-3-((2-(5-fluoro-4-methyl-1H-pyrrolo[2,3-b]pyridin-3-yl)-6-phenyl-pyrimidin-4-yl)amino)bicyclo[2.2.2]octane-2-carboxylic acid FC=1C(=C2C(=NC1)NC=C2C2=NC(=CC(=N2)NC2C(C1CCC2CC1)C(=O)O)C1=CC=CC=C1)C